((1-cyclopropylethyl)amino)imidazo[1,2-a]pyridine-8-carboxylic acid C1(CC1)C(C)NC=1N=C2N(C=CC=C2C(=O)O)C1